C(C)C1=NC(=CC=C1C1=C(C=C(C=C1)C(C(F)(F)F)(C(F)(F)F)O)C)CN1CC2CCC(C1)N2S(=O)(=O)C 2-(4-(2-ethyl-6-((8-(methylsulfonyl)-3,8-diazabicyclo[3.2.1]octan-3-yl)methyl)pyridin-3-yl)-3-methylphenyl)-1,1,1,3,3,3-hexafluoropropan-2-ol